(2E,6e)-3,7,11-trimethyldodeca-2,6,10-trienal C\C(=C/C=O)\CC\C=C(\CCC=C(C)C)/C